O.NC1=NC=C(C=N1)NC(=O)N[C@@H](C(F)(F)F)C=1OC2=C(C1C)C=C(C=C2F)F (R)-1-(2-aminopyrimidin-5-yl)-3-(1-(5,7-difluoro-3-methylbenzofuran-2-yl)-2,2,2-trifluoroethyl)urea hydrate